6-chloro-N-(3-methyl-4-((2-methyl-2H-indazol-6-yl)oxy)phenyl)pyrido[3,2-d]pyrimidin-4-amine ClC=1C=CC=2N=CN=C(C2N1)NC1=CC(=C(C=C1)OC=1C=CC2=CN(N=C2C1)C)C